(hydroxymethyl)phosphonium dodecyl-benzenesulphonate C(CCCCCCCCCCC)OS(=O)(=O)C1=CC=CC=C1.OC[PH3+]